O=C1N(N=C(C=C1C(=O)NC[C@@H](C(F)(F)F)O)C1=CC=C(C=C1)OCC(F)(F)F)C=1C=NC=CC1 3-oxo-2-(pyridin-3-yl)-N-[(2S)-3,3,3-trifluoro-2-hydroxypropyl]-6-[4-(trifluoroethoxy)phenyl]-2,3-dihydropyridazine-4-carboxamide